C(C1=CC=CC=C1)N1C[C@@H]2CCC(C[C@@H]2C1)NC(=O)C1(CCN(CC1)C1=CN=NC(=C1)C1=C(C=CC=C1)O)C1=CC=CC=C1 N-[(3aS,7aR)-2-benzyl-octahydroisoindol-5-yl]-1-[6-(2-hydroxyphenyl)pyridazin-4-yl]-4-phenylpiperidine-4-carboxamide